2-iodo-1,3,4-trimethyl-benzene IC1=C(C=CC(=C1C)C)C